(E)-acrylamide C(C=C)(=O)N